(trans-4-((tert-butoxycarbonyl)amino)cyclohexyl)-2,4-dimethylbenzo[d][1,3]dioxole-5-carboxylic acid methyl ester COC(=O)C1=C(C2=C(OC(O2)C)C=C1[C@@H]1CC[C@H](CC1)NC(=O)OC(C)(C)C)C